bromine isophthaloyl chloride C(C1=CC(C(=O)Cl)=CC=C1)(=O)Cl.[Br]